C(C1=CC=CC=C1)OC1=NC(=CC=C1C=1OC2=C(N1)C=CC(=C2)C(=O)N2CC1=CC=CC(=C1C2)OC(F)(F)F)OCC2=CC=CC=C2 (2-(2,6-bis(benzyloxy)pyridin-3-yl)benzo[d]oxazol-6-yl)(4-(trifluoromethoxy)isoindolin-2-yl)methanone